5-bromo-15,21-dimethyl-23-oxa-2,9,11,15,20,21,26-heptaazaheptacyclo[26.2.2.1^{1,26}.1^{13,17}.0^{2,10}.0^{3,8}.0^{18,22}]tetratriaconta-3,5,7,9,13,17(34),18(22),19-octaene-12,16-dione BrC=1C=C2N3C45CCC(CN(CCOC=6N(N=CC6C=6C(N(C=C(C(NC3=NC2=CC1)=O)C6)C)=O)C)C5)CC4